2-(2-aminothiazol-4-yl)acetic acid NC=1SC=C(N1)CC(=O)O